(2R,3R)-3-((1-(4-trifluoromethoxyphenyl)-1H-1,2,3-triazol-4-yl)-methoxy)-2-(2,4-difluorophenyl)-1-(1H-1,2,4-triazol-1-yl)butan-2-ol FC(OC1=CC=C(C=C1)N1N=NC(=C1)CO[C@@H]([C@@](CN1N=CN=C1)(O)C1=C(C=C(C=C1)F)F)C)(F)F